tetrahydro-1,4-benzoxazin-3-one O1CC(NC2C1=CCCC2)=O